ClC=1C(=NC=CC1C=1C(=C(C=CC1)NC(C1=NC=C(C=C1)CNCCO)=O)C)C1=CC(=C(C=C1)CNC[C@@H]1NC(CC1)=O)Cl (R)-N-(3-(3-chloro-2-(3-chloro-4-((((5-oxopyrrolidin-2-yl)methyl)amino)methyl)phenyl)pyridin-4-yl)-2-methylphenyl)-5-(((2-hydroxyethyl)amino)methyl)picolinamide